(1S,3R,4S,5R)-5-{[4-cyclopropyl-1-(2,6-dichlorophenyl)-1H-pyrazol-5-yl]methoxyl-3-methyl-2-azabicyclo[2.2.1]heptan-2-yl}benzoic acid C1(CC1)C=1C=NN(C1CO[C@@]12N([C@@H]([C@@H](CC1)C2)C)C=2C=CC=C(C(=O)O)C2)C2=C(C=CC=C2Cl)Cl